C(C)(=O)O[C@H]1[C@H](OC[C@H]([C@@H]1OC(C)=O)OC(C)=O)Br (2R,3R,4S,5R)-2-bromotetrahydro-2H-pyran-3,4,5-trisyl triacetate